N-[(4-bromophenyl)methyl]-N-methyl-carbamic acid tert-butyl ester C(C)(C)(C)OC(N(C)CC1=CC=C(C=C1)Br)=O